6-chloro-1-(4-methoxyphenyl)-3-methyl-1,3-dihydro-2H-imidazo[4,5-c]Pyridin-2-one ClC1=CC2=C(C=N1)N(C(N2C2=CC=C(C=C2)OC)=O)C